zinc(II) iodide [I-].[Zn+2].[I-]